C(CC(C)C)(=O)OCCC(C)C isoamyl isovalerate